C(C1=CC=CC=C1)(=O)OCCN(C(C)C=1N(N=CN1)C1=NC=CC=N1)C1=NOC2=C1C=C(C=C2C(F)(F)F)C(F)(F)F 2-[[5,7-bis(trifluoromethyl)-1,2-benzoxazol-3-yl]-[1-(2-pyrimidin-2-yl-1,2,4-triazol-3-yl)ethyl]amino]ethyl benzoate